8-fluorophenanthridine-6(5H)-thione FC=1C=C2C(NC=3C=CC=CC3C2=CC1)=S